FC1=C(C=CC(=C1)F)S(=O)(=O)NC=1C(=NC=C(C1)C=1C=C2C(=NC=NC2=CC1)N1[C@H](CNCC1)C)OC (S)-2,4-difluoro-N-(2-methoxy-5-(4-(2-methylpiperazine-1-yl)quinazolin-6-yl)pyridine-3-yl)benzenesulfonamide